C(C)OC=1C=C(C=NC1)C1=C(C=CC=C1)CN1CCN(CC1)C1=CC=C(C(=O)NS(=O)(=O)C2=CC(=C(C=C2)NCCSC2=CC=CC=C2)[N+](=O)[O-])C=C1 4-[4-[[2-(5-ethoxypyridin-3-yl)phenyl]methyl]piperazin-1-yl]-N-[3-nitro-4-(2-phenylsulfanylethylamino)phenyl]sulfonylbenzamide